Cl.C([NH3+])[NH3+] methylenediaminium hydrochloride